4,6-dichloro-2-pyridin-4-yl-pyrimidine ClC1=NC(=NC(=C1)Cl)C1=CC=NC=C1